P(=O)(OC[N+]1=C(C(=CC=C1)C=1C=NN(C1)CC=1C=NC(=CC1)OC1=CC=CC=C1)N)(O)[O-] (2-amino-3-(1-((6-phenoxypyridin-3-yl)methyl)-1H-pyrazol-4-yl)pyridin-1-ium-1-yl)methyl hydrogen phosphate